[1-(1-amino-1-o-ethylphenylmethyl)-2-oxopropyl]phosphonic acid dimethyl ester COP(OC)(=O)C(C(C)=O)C(C1=C(C=CC=C1)CC)N